FC=1C(=C(C=CC1)C1=C(C=CC(=N1)NS(=O)(=O)C1=CC=CC(=N1)N1CC(CCC1)(C(=O)O)C)C(F)(F)F)C 1-(6-{[6-(3-fluoro-2-methylphenyl)-5-(trifluoromethyl)pyridin-2-yl]Sulfamoyl}pyridin-2-yl)-3-methylpiperidine-3-carboxylic acid